NCCCCCCNC[Si](OC)(OC)OC N-(6-aminohexyl)aminomethyltrimethoxysilane